C12(CC3CC(CC(C1)C3)C2)C(OC(=O)N[C@H](C(=O)N[C@H](C(S(=O)(=O)[O-])O)C[C@H]2C(NCC2)=O)CC(C)C)([2H])[2H].[Na+] Sodium (2S)-2-((S)-2-(((((3S,5S,7S)-adamantan-1-yl)methoxy-d2)carbonyl)amino)-4-methylpentanamido)-1-hydroxy-3-((S)-2-oxopyrrolidin-3-yl)propane-1-sulfonate